FC1=C(C(=CC(=C1)F)OCCOC)C1=C2C(=C(N=C1C1=NN3C([C@@H](N(CC3)C(=O)OC(C)(C)C)C)=C1)O)SC=C2F tert-butyl (4S)-2-[4-[2,4-difluoro-6-(2-methoxyethoxy)phenyl]-3-fluoro-7-hydroxy-thieno[2,3-c]pyridin-5-yl]-4-methyl-6,7-dihydro-4H-pyrazolo[1,5-a]pyrazine-5-carboxylate